Ethyl (2R)-2-{[(1,2,3,5,6,7-hexahydro-s-indacen-4-yl) carbamoyl] oxy}-propionate C1CCC2=C(C=3CCCC3C=C12)NC(=O)O[C@@H](C(=O)OCC)C